P(=O)(OC1=CC=CC=2C(C3=CC=CC(=C3OC12)P(C1=CC=CC=C1)C1=CC=CC=C1)(C)C)(OC1=CC=CC=C1)OC1=CC=CC=C1 [5-(diphenylphosphanyl)-9,9-dimethyl-9H-xanthen-4-yl] diphenyl phosphate